(2S,4S)-4-fluoro-1-(2-(4-((6-methoxyquinolin-3-yl)(methyl)amino)piperidin-1-yl)acetyl)pyrrolidine-2-carbonitrile F[C@H]1C[C@H](N(C1)C(CN1CCC(CC1)N(C)C=1C=NC2=CC=C(C=C2C1)OC)=O)C#N